BrC=1C(=C(C=CC1)C#CCNC[C@@H]1CCC(N1)=O)C (S)-5-(((3-(3-bromo-2-methylphenyl)prop-2-yn-1-yl)amino)methyl)pyrrolidin-2-one